C12COCC(CC1)N2C2=C1C=C(N(C1=NC=N2)COCC[Si](C)(C)C)C2=CC=C(N)C=C2 p-[4-(3-oxa-8-azabicyclo[3.2.1]oct-8-yl)-1-{[2-(trimethylsilyl)ethoxy]methyl}-1H-1,5,7-triazainden-2-yl]aniline